5-Bromo-2-fluoro-3-trifluoromethylpyridine BrC=1C=C(C(=NC1)F)C(F)(F)F